N-(4-(3-amino-7-bromo-1H-indazol-5-yl)pyridin-2-yl)-2-methoxyacetamide NC1=NNC2=C(C=C(C=C12)C1=CC(=NC=C1)NC(COC)=O)Br